NC1=C(N=C2C(=N1)NC(=C2)C)C(=O)O 3-amino-6-methyl-5H-pyrrolo[2,3-b]pyrazine-2-carboxylic acid